ClCC(COC(CC)=O)(C)C propionic acid-3-chloro-2,2-dimethylpropyl ester